[C@H](C)(CC)[C@@H]1N(CC2=C(NC1=O)C=CC=C2)C(CC(=O)N)=O 3-((S)-3-((S)-sec-butyl)-2-oxo-1,2,3,5-tetrahydro-4H-benzo[e][1,4]diazepin-4-yl)-3-oxopropanamide